(E)-2-{2-[3-(3-iodopyridin-2-yloxy)phenoxy]phenyl}-3-methoxyacrylic acid methyl ester COC(\C(=C\OC)\C1=C(C=CC=C1)OC1=CC(=CC=C1)OC1=NC=CC=C1I)=O